C(C)N1CCC(CC1)NC(=O)C=1NC(=CC1)C=1C=NN(C1)C1=CC=CC=C1 N-(1-ethylpiperidin-4-yl)-5-(1-phenyl-1H-pyrazol-4-yl)-1H-pyrrole-2-carboxamide